C(C)(C)C(C(=O)[O-])(O)CC(=O)[O-] 2-isopropyl-malate